3-(5-(((1r,2s)-2-methoxycyclopentyl)oxy)-1-oxoisoindolin-2-yl)piperidine-2,6-dione CO[C@@H]1[C@@H](CCC1)OC=1C=C2CN(C(C2=CC1)=O)C1C(NC(CC1)=O)=O